1-(3-chloro-6-{4-[(3,3-difluoropiperidin-4-yl)methyl]piperazine-1-carbonyl}-2-methylpyridin-4-yl)-1,3-diazinane-2,4-dione trifluoroacetate FC(C(=O)O)(F)F.ClC=1C(=NC(=CC1N1C(NC(CC1)=O)=O)C(=O)N1CCN(CC1)CC1C(CNCC1)(F)F)C